C(C(C)=C)OCC(C(=O)OC1=CC=CC2=CC3=CC=CC=C3C=C12)=C anthranyl α-methallyloxymethylacrylate